3-(Chloromethyl)-6-methylpyridazine hydrochloride salt Cl.ClCC=1N=NC(=CC1)C